O=C1NC(CCC1N1C(C2=CC=CC(=C2C1)CNC(C(C1=CC=CC=C1)=O)=O)=O)=O N-((2-(2,6-dioxopiperidin-3-yl)-1-oxoisoindolin-4-yl)methyl)-2-oxo-2-phenylacetamide